methyl 3-chloro-2,2-dimethyl-3-oxopropionate ClC(C(C(=O)OC)(C)C)=O